3-(((2s,3s)-4,4-difluoro-3-methyl-5-oxopyrrolidin-2-yl)methoxy)-5-methoxythieno[3,2-b]pyridine-6-carboxamide FC1([C@H]([C@H](NC1=O)COC1=CSC=2C1=NC(=C(C2)C(=O)N)OC)C)F